CN1C[C@@H](CC1=O)OC(=O)N1CCN(CC1)C1=NC=2N(C=C1)N=CC2C=2C(=NC=CC2)OC2CN(C2)C(=O)OC [(3R)-1-methyl-5-oxo-pyrrolidin-3-yl]-4-[3-[2-(1-methoxycarbonylazetidin-3-yl)oxy-3-pyridyl]pyrazolo-[1,5-a]pyrimidin-5-yl]piperazine-1-carboxylate